1-methyl-6-[4-(3-tetrahydropyran-4-yloxypropyl)phenoxy]indazole-5-carboxamide CN1N=CC2=CC(=C(C=C12)OC1=CC=C(C=C1)CCCOC1CCOCC1)C(=O)N